2-(2-((5-Bromo-2-((4-((2-(dimethylamino)ethyl)(methyl)amino)-2-methoxy-5-methylphenyl)amino)pyrimidin-4-yl)amino)-4-fluorophenyl)propan-2-ol BrC=1C(=NC(=NC1)NC1=C(C=C(C(=C1)C)N(C)CCN(C)C)OC)NC1=C(C=CC(=C1)F)C(C)(C)O